C(C(O)CC(=O)O)(=O)O.CNCC.CNCC N-methylethan-1-amine hemimalate